3-(4-nitrophenyl)pyrrolidone hydrochloride Cl.[N+](=O)([O-])C1=CC=C(C=C1)C1C(NCC1)=O